FC1=CC=C(C=C1)C1(NN(CCC2=C1C=CC=C2)CCC(=O)C=2C=C1C(CCOC1=CC2)=O)O 6-(3-(1-(4-fluorophenyl)-1-hydroxy-1,2,4,5-tetrahydro-3H-benzo[d]azazepine-3-yl)propionyl)chroman-4-one